3-(isoquinolin-4-yl)-2-oxo-1-(3-oxocyclobutyl)imidazoline-4-carbonitrile C1=NC=C(C2=CC=CC=C12)N1C(N(CC1C#N)C1CC(C1)=O)=O